C(C)(=O)O[C@@H]1CC[C@@]2([C@H]3C(C=C4[C@@H]5[C@H]([C@@H](CC[C@@]5(CC[C@]4([C@@]3(CC[C@H]2[C@]1(C(=O)O)C)C)C)C)C)C)=O)C (3R,4R,4aR,6aR,6bS,8aR,11R,12S,12aR,14aR,14bS)-3-acetyloxy-4,6a,6b,8a,11,12,14b-heptamethyl-14-oxo-1,2,3,4a,5,6,7,8,9,10,11,12,12a,14a-tetradecahydropicene-4-carboxylic acid